CC1=C(C(=CC(=C1)C)C)NC(C1=CC=CC=C1)=NP(C(C)C)C(C)C N1-(2,4,6-trimethylphenyl)-N2-(diisopropylphosphino)benzamidine